1,3-dichloropropan-2-one O-methyloxime CON=C(CCl)CCl